C(C)N(C=1C(=C(C(=O)OC)C=C(C1)O)C)C1CCOCC1 methyl 3-(ethyl (tetrahydro-2H-pyran-4-yl) amino)-5-hydroxy-2-methylbenzoate